3,6-DIAMINOPYRAZIN NC=1C=NC(=CN1)N